p-carboxyl-thiophenol tert-butyl-(R)-2-allyl-4-benzoyl-2-((benzyloxy)methyl)-3-oxopiperazine-1-carboxylate C(C)(C)(C)C1N(C([C@](N(C1)C(=O)O)(COCC1=CC=CC=C1)CC=C)=O)C(C1=CC=CC=C1)=O.C(=O)(O)C1=CC=C(C=C1)S